C(C)(C)C=1C=C(C=CC1)C1CC(C1)NC 3-(3-isopropylphenyl)-N-methylcyclobutane-1-amine